7-(3-(difluoromethoxy)phenyl)-5,5-dimethyl-N-(4-methyl-1,1-dioxidotetrahydro-2H-thiopyran-4-yl)-6-oxo-6,7-dihydro-5H-pyrrolo[2,3-c]pyridazine-3-carboxamide FC(OC=1C=C(C=CC1)N1C(C(C2=C1N=NC(=C2)C(=O)NC2(CCS(CC2)(=O)=O)C)(C)C)=O)F